FC1=CC=C(C=C1)N1N=C(C=C1S(=O)(=O)C)C(=O)NC1=CC(=C(C=C1)C(C)C)C#CC1=CN=C2N1N=CC=C2 1-(4-fluorophenyl)-N-(3-(imidazo[1,2-b]pyridazin-3-ylethynyl)-4-isopropylphenyl)-5-(methylsulfonyl)-1H-pyrazole-3-carboxamide